NC=1N=C(SC1C(=O)C=1C=NC=CC1)N(C1=CC(=C(C=C1)F)F)[C@H](C(=O)N)C (S)-2-(N-[4-amino-5-(pyridine-3-carbonyl)thiazol-2-yl]-3,4-difluoro-anilino)propanamide